(3S)-2-(2-(3-acetyl-5-(2-methylpyrimidin-5-yl)-1H-indazol-1-yl)acetyl)-N-(6-bromo-3-methylpyridin-2-yl)-5-(piperidin-1-ylmethyl)-2-azabicyclo[3.1.0]hexane-3-carboxamide C(C)(=O)C1=NN(C2=CC=C(C=C12)C=1C=NC(=NC1)C)CC(=O)N1C2CC2(C[C@H]1C(=O)NC1=NC(=CC=C1C)Br)CN1CCCCC1